2,6-dimethyl-3-hydroxypyridine CC1=NC(=CC=C1O)C